4-((4-((3-(N-(tert-butyl)sulfamoyl)phenyl)amino)-5-methylpyrimidin-2-yl)amino)-N-(4-(2-(pyrrolidin-1-yl)ethoxy)phenyl)benzamide C(C)(C)(C)NS(=O)(=O)C=1C=C(C=CC1)NC1=NC(=NC=C1C)NC1=CC=C(C(=O)NC2=CC=C(C=C2)OCCN2CCCC2)C=C1